aminoethyl-N-beta-aminoethyl-gamma-aminopropyltrimethoxysilane NCCCO[Si](OC)(OC)CCCNCCN